[Cl-].[Cl-].N1=CN=CC2=CC=CC=C12 Quinazoline dichloride